(S)-2-((4-(6-((4-aminocarbonyl-2-fluorobenzyl)oxy)pyridin-2-yl)-2,3-dihydrobenzofuran-7-yl)methyl)-1-(oxetane-2-ylmethyl)-1H-benzo[d]imidazole-6-carboxylic acid NC(=O)C1=CC(=C(COC2=CC=CC(=N2)C2=CC=C(C3=C2CCO3)CC3=NC2=C(N3C[C@H]3OCC3)C=C(C=C2)C(=O)O)C=C1)F